C(C)(C)(C)OC(=O)N1N=C(C=C1C)NC1=NC(=C2C=CC=NC2=C1)N[C@@H]1CC[C@H](CC1)C(=O)OC trans-tert-butyl-3-[[5-[(4-methoxycarbonylcyclohexyl) amino]-1,6-naphthyridin-7-yl] amino]-5-methylpyrazole-1-carboxylate